BrCC(=O)C1=C(C=C(C=C1)Cl)F 2-bromo-1-(4-chloro-2-fluorophenyl)ethan-1-one